(R)-3-mercapto-N-((R)-3-mercapto-1-(methylamino)-1-phenylpropan-2-yl)-2-(methylamino)propionamide trifluoroacetate FC(C(=O)O)(F)F.SC[C@@H](C(=O)NC([C@@H](C1=CC=CC=C1)NC)CS)NC